[SiH3]N1CCC2=CC=CC=C12 silylindoline